C(C)(C)(C)C1=CC=C(C=C1)[C@H]1CC2(CC1)CCN(CC2)C(=O)C2CC(C2)(C)O |r| (rac)-(2-(4-(tert-Butyl)phenyl)-8-azaspiro[4.5]decan-8-yl)((1s,3s)-3-hydroxy-3-methylcyclobutyl)methanone